C(#C)C=1C(=C(C=C(C1)OC)C1=CC=CC=C1)OC ethynyl-2,5-dimethoxy-1,1'-biphenyl